OC[C@H](C1=CC=CC=C1)NC1=NC(=NC=C1C1=NC(=NO1)C1=NC=CC=C1)NC1=CC2=C(B(OC2(C)C)O)C=C1 (S)-5-((4-((2-hydroxy-1-phenylethyl)amino)-5-(3-(pyridin-2-yl)-1,2,4-oxadiazol-5-yl)pyrimidin-2-yl)amino)-3,3-dimethylbenzo[c][1,2]oxaborol-1(3H)-ol